C(C)(=O)N1CCC(CC1)CNC=1C=C2CCN(C(C2=CC1)=O)C[C@@H](CN1CC2=CC=CC=C2CC1)O 6-[(1-acetyl-4-piperidinyl)methylamino]-2-[(2R)-3-(3,4-dihydro-1H-isoquinolin-2-yl)-2-hydroxy-propyl]-3,4-dihydroisoquinolin-1-one